Methyl 4-[6-cyano-1-(4-fluorophenyl)-4-(methoxymethoxy)-2-tetrahydropyran-4-yl-indol-3-yl]benzoate C(#N)C1=CC(=C2C(=C(N(C2=C1)C1=CC=C(C=C1)F)C1CCOCC1)C1=CC=C(C(=O)OC)C=C1)OCOC